5-(3-(3-cyclopropyl-1-hydroxy-1-(pyridin-3-yl)propyl)-2-fluorophenyl)-3-(trifluoromethyl)-1H-pyrazole-5-carboxamide C1(CC1)CCC(C=1C=NC=CC1)(O)C=1C(=C(C=CC1)C1(C=C(NN1)C(F)(F)F)C(=O)N)F